7-chloro-5-(6-chloroindolin-1-yl)sulfonyl-2-oxoisoquinolin-2-ium ClC1=CC(=C2C=C[N+](CC2=C1)=O)S(=O)(=O)N1CCC2=CC=C(C=C12)Cl